OCCN1C(OCC1)=O 2-hydroxyethyl-1,3-oxazolidin-2-one